COC1=CC=C2C=C(C(OC2=C1)=O)C(=O)O 7-Methoxy-3-carboxycoumarin